NC1=NC=CC2=C(C=CC=C12)C1=CC=C2[C@@H](C[C@H](C2=C1)OC1=C(C=CC=C1)CC(=O)O)N1CCCCC1 (+)-trans-2-(2-(((1R,3R)-6-(1-aminoisoquinolin-5-yl)-3-(piperidin-1-yl)-2,3-dihydro-1H-inden-1-yl)oxy)phenyl)acetic acid